CNC(=O)C1=CC2=C(N(C(=N2)C=2C=NNC2)C=2C=C3CCC(NC3=CC2)=O)C=C1 n-methyl-1-(2-oxo-1,2,3,4-tetrahydroquinolin-6-yl)-2-(1H-pyrazol-4-yl)-1H-benzo[d]imidazole-5-carboxamide